3-(pyrimidin-5-yl)propanoate N1=CN=CC(=C1)CCC(=O)[O-]